CNS(=O)(=O)C1=CC(=C(C=C1)NCC1=CC=C(C=C1)C(F)(F)F)C=1N=C2O[C@@H](CN2C1)C (R)-N-methyl-3-(2-methyl-2,3-dihydroimidazo[2,1-b]oxazol-6-yl)-4-((4-(trifluoromethyl)benzyl)amino)benzenesulfonamide